(1-vinylcyclobutyl)-2,3,4,6-tetrahydro-1H-pyrido[2,1-f][1,2,4]Triazine-7-carboxamide C(=C)C1(CCC1)N1N2C(CNC1)=CCC(=C2)C(=O)N